CC1(C2=CC=CC=C2C=2C=CC(=CC12)N(C1=CC=CC2=C1OC1=C2C=CC=C1C1=CC=CC=C1)C1=C(C=C(C=C1)C1=CC=CC=C1)C1=CC=CC=C1)C N-(9,9-dimethyl-9H-fluoren-2-yl)-N-(m-terphenyl-4'-yl)-6-phenyldibenzofuran-4-amine